NCC(C[SiH](OCCCCCCCCCCCCCCCC)OCCCCCCCCCCCCCCOCCCCCCCCCCCC)C 3-amino-2-methylpropyl-(dodecyloxy)tetradecyloxy(hexadecyloxy)silane